5-(2-chloro-3-fluoro-4-methoxy-phenyl)-N-[3-chloro-4-[4-[2-[(3S)-pyrrolidin-3-yl]acetyl]piperazine-1-carbonyl]phenyl]-1-methyl-imidazole-2-carboxamide formate C(=O)O.ClC1=C(C=CC(=C1F)OC)C1=CN=C(N1C)C(=O)NC1=CC(=C(C=C1)C(=O)N1CCN(CC1)C(C[C@H]1CNCC1)=O)Cl